tert-butyl (1R,5S)-3-(7-bromo-2-((3-(((dimethylcarbamoyl) oxy) methyl) tetrahydro-1H-pyrrolizin-7a(5H)-yl) methoxy)-8-fluoroquinazolin-4-yl)-3,8-diazabicyclo[3.2.1]octane-8-carboxylate BrC1=CC=C2C(=NC(=NC2=C1F)OCC12CCCN2C(CC1)COC(N(C)C)=O)N1C[C@H]2CC[C@@H](C1)N2C(=O)OC(C)(C)C